5-chloro-2-fluoro-4-{[4-({[(2S,3R)-3-phenylpyrrolidin-2-yl]methyl}amino)butyl]amino}-N-1,3-thiazol-2-ylbenzenesulfonamide ClC=1C(=CC(=C(C1)S(=O)(=O)NC=1SC=CN1)F)NCCCCNC[C@H]1NCC[C@@H]1C1=CC=CC=C1